glutamnitrile N[C@@H](CCC#N)C#N